C(C)C1=CC(=C(C(=C1)OC)O)CN1CCCCC1 4-ethyl-6-methoxy-2-(piperidinylmethyl)phenol